NN1C(=NC(=C1C(=O)OC)C1=CC=C(C=C1)OC1=CC=CC=C1)C(CCO[Si](C)(C)C(C)(C)C)C1=C(C=CC=C1)[N+](=O)[O-] methyl 1-amino-2-(3-((tert-butyldimethylsilyl) oxy)-1-(2-nitrophenyl) propyl)-4-(4-phenoxyphenyl)-1H-imidazole-5-carboxylate